C(CCC)C1=NNC(C2=C(C=CC=C12)OCCC)=O 4-butyl-8-propoxy-phthalazin-1(2H)-one